C(C)(C)(C)N1N=C(C=C1NC1=CC2=C(CN(S2)CC2=CC=C(C=C2)OC)C=C1)C1CCC(CC1)O 6-((1-(tert-butyl)-3-((1s,4s)-4-hydroxycyclohexyl)-1H-pyrazol-5-yl)amino)-2-(4-methoxybenzyl)-2,3-dihydrobenzo[d]isothiazole